N=1C=CN2C1C=C(C=C2)C2(CCC2)C#N 1-imidazo[1,2-a]pyridin-7-yl-cyclobutanecarbonitrile